OC1=C(C=CC=C1)S(=O)(=O)O hydroxyphenylsulphonic acid